COCC=1C=C(CNCCCCOCCNC2=NC(=CC3=C2C=NN3)C3=CN=NS3)C=C(C1)OC(F)(F)F N-(2-(4-((3-(methoxymethyl)-5-(trifluoromethoxy)benzyl)amino)butoxy)ethyl)-6-(1,2,3-thiadiazol-5-yl)-1H-pyrazolo[4,3-c]pyridin-4-amine